O1CCN(CC1)CCN1C2=CC=C(C=C2OC=2C=C(C=CC12)C1=C2C(=NC=C1)NN=C2)C2=C1C(=NC=C2)NN=C1 10-(2-morpholinoethyl)-3,7-bis-(1H-pyrazolo[3,4-b]pyridin-4-yl)-10H-phenoxazine